ClC1=NC=C2C(=CN=C(C2=C1)C(C)C)N1CC(C1)C(=O)N(C)C 1-(7-chloro-1-isopropyl-2,6-naphthyridin-4-yl)-N,N-dimethyl-azetidine-3-carboxamide